COC=1C=C(C=CC1OC)[C@H](C1CCNCC1)C1=CC=CC=C1 |o1:10| (R or S)-4-((3,4-dimethoxyphenyl)(phenyl)methyl)piperidine